1-(4-((1S,2R)-2-((3S,5S,7S)-adamantan-1-yl)-6-methoxy-1,2,3,4-tetrahydronaphthalen-1-yl)phenyl)-4-(dimethoxymethyl)piperidine C12(CC3CC(CC(C1)C3)C2)[C@H]2[C@H](C3=CC=C(C=C3CC2)OC)C2=CC=C(C=C2)N2CCC(CC2)C(OC)OC